Hexenyl-3-Cis-Propionate ((Z)-hex-3-en-1-yl propanoate) C(C\C=C/CC)C(C(=O)O)C.C(=CCCCC)OC(CC)=O